[Si](C)(C)(C(C)(C)C)O[C@H]1C[C@@H](O[C@]1(CO)CO[Si](C1=CC=CC=C1)(C1=CC=CC=C1)C(C)(C)C)N1C(NC(C(=C1)F)=O)=O 1-[(2R,4S,5R)-4-[(tert-butyldimethylsilyl)oxy]-5-{[(tert-butyldiphenylsilyl)oxy]methyl}-5-(hydroxymethyl)oxolan-2-yl]-5-fluoro-3H-pyrimidine-2,4-dione